2-(1,3-dimethyl-2,6-dioxo-2,3-dihydro-1H-purin-7(6H)-yl)-N-(6-phenyl-pyridazin-3-yl)acetamide S-ethyl-chlorothiolformate C(C)S1C(=C(C=C1)Cl)C(=O)O.CN1C(N(C=2N=CN(C2C1=O)CC(=O)NC=1N=NC(=CC1)C1=CC=CC=C1)C)=O